CN(CCCOC(=O)N1CC(C1)(CCCCCCCC\C=C/C\C=C/CCCCC)CCCCCCCC\C=C/C\C=C/CCCCC)C 3-(Dimethylamino)propyl-3,3-di((9Z,12Z)-octadeca-9,12-dien-1-yl)azetidine-1-carboxylate